Methyl 2-((S)-1-(4-((S)-2-(5-chloropyridin-2-yl)-2-methylbenzo[d][1,3]dioxol-4-yl)piperidin-1-yl)ethyl)-4-methoxy-1-methyl-1H-benzo[d]imidazole-6-carboxylate ClC=1C=CC(=NC1)[C@@]1(OC2=C(O1)C=CC=C2C2CCN(CC2)[C@@H](C)C2=NC1=C(N2C)C=C(C=C1OC)C(=O)OC)C